C(CCCC)NCC1=CC=C(C=C1)C1=NC(NC(=C1)C1=CC=CC=C1)=O 4-{4-[(pentylamino)methyl]phenyl}-6-phenyl-1,2-dihydropyrimidin-2-one